1-methyl-N-(2-(3-(trifluoromethyl)pyridin-2-yl)-1H-pyrrolo[2,3-b]pyridin-6-yl)-1H-1,2,4-triazole-5-carboxamide CN1N=CN=C1C(=O)NC1=CC=C2C(=N1)NC(=C2)C2=NC=CC=C2C(F)(F)F